5-[(2R,3S)-2-amino-3-fluorobutyl]-6-(prop-1-yn-1-yl)-N-(thiophen-2-ylmethyl)thieno[3,2-c][1,2]thiazol-3-amine N[C@H](CC1=C(C2=NSC(=C2S1)NCC=1SC=CC1)C#CC)[C@H](C)F